[13C3]glycerol O[13CH2][13CH](O)[13CH2]O